8-Fluoro-7-(1-methyl-1H-imidazol-5-yl)isoquinolin-1-amine FC=1C(=CC=C2C=CN=C(C12)N)C1=CN=CN1C